C(C(CC)(C(=O)O)C(=O)O)(C(=O)O)C(=O)O 1,1,2,2-butanetetracarboxylic acid